FC(C(=O)O)(C(OC(F)(F)F)(F)F)F perfluoro-4-oxapentanoic acid